COC=1C=NC=C(C1)C1=NN=NN1 3-methoxy-5-(1H-tetrazol-5-yl)pyridine